(E)-2-((2S,3S,12bS)-3-ethyl-8-methoxy-1,2,3,4,6,7,12,12b-octahydroindolo[2,3-a]quinolizin-2-yl)-3-methoxy-1-(4-methylpiperazin-1-yl)prop-2-en-1-one C(C)[C@@H]1CN2CCC3=C([C@@H]2C[C@@H]1/C(/C(=O)N1CCN(CC1)C)=C\OC)NC1=CC=CC(=C13)OC